C(C)(C)(C)OC(=O)N[C@H](C(=O)OCC)C(C)C ethyl (2S)-2-[(tert-butoxycarbonyl) amino]-3-methylbutanoate